(S)-N-(1-(1-isopropylazetidin-3-yl)ethyl)-5-(4-(trifluoromethyl)phenoxy)-2-naphthamide C(C)(C)N1CC(C1)[C@H](C)NC(=O)C1=CC2=CC=CC(=C2C=C1)OC1=CC=C(C=C1)C(F)(F)F